N1=C(C=CC=C1)NC1=C(C(=NN1)C1=CC=C(C=C1)NC(CC=1SC=CC1)=O)C(=O)N 5-(pyridin-2-ylamino)-3-(4-(2-(thiophen-2-yl)acetamido)phenyl)-1H-pyrazole-4-carboxamide